BrC=1C=C(C2=C(N(C(=N2)C(C)O)C(C(F)F)C)C1)F 1-[6-bromo-1-(1,1-difluoropropan-2-yl)-4-fluoro-1H-benzimidazol-2-yl]ethan-1-ol